C(#N)[C@H](C[C@@H]1C(NCC1)=O)NC(=O)[C@H]1N([C@@H]2CC([C@H]1CC2)(F)F)C(=O)C=2NC1=CC=CC(=C1C2)OC (1S,3S,4S)-N-((S)-1-cyano-2-((R)-2-oxopyrrolidin-3-yl)ethyl)-5,5-difluoro-2-(4-methoxy-1H-indole-2-carbonyl)-2-azabicyclo[2.2.2]octane-3-carboxamide